C(C)OC(=O)C1C(COCC1)C1=C(C2=C(N=C(N2)[C@H](C2CCC(CC2)C)NC(=O)C=2N(N=CC2)CC)C=C1)F 3-(2-{(S)-[(2-ethylpyrazole-3-carbonyl)amino](4-methylcyclohexyl)methyl}-4-fluoro-3H-benzimidazol-5-yl)tetrahydropyran-4-carboxylic acid ethyl ester